N-((3R,4S)-4-((8-(((S)-1-cyclopropyl-ethyl)amino)-6-(2,6-difluoro-3,5-di-methoxyphenyl)pyrido[3,4-d]pyrimidin-2-yl)amino)tetrahydrofuran-3-yl)acrylamide C1(CC1)[C@H](C)NC1=NC(=CC2=C1N=C(N=C2)N[C@H]2[C@H](COC2)NC(C=C)=O)C2=C(C(=CC(=C2F)OC)OC)F